6-oxo-8-((2-(piperidin-1-yl) ethyl) carbamoyl)-6H-benzo[c]chromen-3-yl acetate C(C)(=O)OC1=CC=C2C3=C(C(OC2=C1)=O)C=C(C=C3)C(NCCN3CCCCC3)=O